C(C)[C@@]1(C[C@H](O)[C@@H](CO)O1)N1C=NC=2C(N)=NC=NC12 ethyl-2'-deoxyadenosine